1,3-Diphenylguanidin C1(=CC=CC=C1)NC(=N)NC1=CC=CC=C1